C=1N=CN2C1C1=CC=CC=C1[C@H]2[C@H]2[C@@H](C=1C=CC=NC1CC2)O (5S,6S)-6-((R)-5H-Imidazo[5,1-a]isoindol-5-yl)-5,6,7,8-tetrahydrochinolin-5-ol